C(C)(C)(C)C=1C=C(C=C(C1O)C(C)(C)C)C(C(=O)N)C 3,5-ditertiary butyl-4-hydroxyphenyl-propionamide